3-{[(1S)-1-([2,3-bipyridin]-5'-yl)ethyl]amino}-N-[(1S,2S)-2-hydroxycyclohexyl]-4-methylbenzamide N1=C(C=CC=C1)C=1C=NC=C(C1)[C@H](C)NC=1C=C(C(=O)N[C@@H]2[C@H](CCCC2)O)C=CC1C